ClC1=CC=CC(=N1)NC(C1=CC(=C(C(=C1)C=1C=NC=CC1C)F)F)=O N-(6-chloropyridin-2-yl)-3,4-difluoro-5-(4-methyl-pyridin-3-yl)benzamide